[K].C(CCN(CC(=O)O)CC(=O)O)N(CC(=O)O)CC(=O)O 1,3-propylenediaminetetraacetic acid potassium